3-(5-(3-(hydroxymethyl)azetidin-1-yl)-3-methyl-2-oxo-2,3-dihydro-1H-benzo[d]imidazol-1-yl)piperidine-2,6-dione OCC1CN(C1)C1=CC2=C(N(C(N2C)=O)C2C(NC(CC2)=O)=O)C=C1